CN(C1=CC=C(C=C1)N(C=1C=C2CCN[C@@H](C2=CC1)CNC1=C(C(=O)O)C=CN=C1)C)C (S)-3-(((6-((4-(dimethylamino)phenyl)(methyl)amino)-1,2,3,4-tetrahydroisoquinolin-1-yl)methyl)amino)isonicotinic acid